8-[[2-[4-(diethylamino)-2-hydroxy-benzoyl]benzoyl]amino]octyl 2-cyano-3,3-diphenyl-prop-2-enoate C(#N)C(C(=O)OCCCCCCCCNC(C1=C(C=CC=C1)C(C1=C(C=C(C=C1)N(CC)CC)O)=O)=O)=C(C1=CC=CC=C1)C1=CC=CC=C1